ClC=1C=C(C=CC1C(NC1CCNCC1)=O)NC(=O)C=1N(C(=CN1)C=1C(=NC(=C(C1)F)N(C)C)F)C N-[3-chloro-4-(4-piperidylcarbamoyl)phenyl]-5-[6-(dimethylamino)-2,5-difluoro-3-pyridinyl]-1-methyl-imidazole-2-carboxamide